CC1=CC=C2C(CCN(C2=C1)C(=O)OC(C)(C)C)NC(=O)C=1C(NC(=CC1)C(F)(F)F)=O tert-butyl 7-methyl-4-(2-oxo-6-(trifluoromethyl)-1,2-dihydropyridine-3-carboxamido)-3,4-dihydroquinoline-1(2H)-carboxylate